methyl 1-((1-(tert-butoxycarbonyl) azetidin-3-yl) methyl)-2-(1-(cyclopropylmethyl)-6-methoxy-1H-pyrrolo[2,3-b]pyridin-2-yl)-7-methoxy-1H-benzo[d]imidazole-5-carboxylate C(C)(C)(C)OC(=O)N1CC(C1)CN1C(=NC2=C1C(=CC(=C2)C(=O)OC)OC)C2=CC=1C(=NC(=CC1)OC)N2CC2CC2